FC(OC1=C(C=C(C=C1)C(C)(C)OC)CC(=O)OC)F methyl 2-(2-(difluoromethoxy)-5-(2-methoxypropan-2-yl)phenyl)acetate